2-(((5-bromo-7-((2-(trimethylsilyl)ethoxy)methyl)-7H-pyrrolo[2,3-d]pyrimidin-4-yl)amino)methyl)-6-((3R,5S)-3,5-dimethylpiperazin-1-yl)-N,N-dimethylnicotinamide BrC1=CN(C=2N=CN=C(C21)NCC2=C(C(=O)N(C)C)C=CC(=N2)N2C[C@H](N[C@H](C2)C)C)COCC[Si](C)(C)C